NC1=CC(=NC(=N1)C(F)(F)F)SCC1=NC2=C(N1)C=CC(=C2)NC2=CC=CC=C2 2-(((6-Amino-2-(trifluoromethyl)pyrimidin-4-yl)thio)methyl)-N-phenyl-1H-benzo[d]imidazol-5-amine